tert-butyl 3-(ethylsulfonamido)-2-((2'-vinyl-[1,1'-biphenyl]-3-yl)methyl)-pyrrolidine-1-carboxylate C(C)S(=O)(=O)NC1C(N(CC1)C(=O)OC(C)(C)C)CC=1C=C(C=CC1)C1=C(C=CC=C1)C=C